oxacyclohexadec-13-ene-2,6-dione O1C(CCCC(CCCCCCC=CCC1)=O)=O